5-(tributylstannyl)thiazole C(CCC)[Sn](C1=CN=CS1)(CCCC)CCCC